CC(C(=O)NS(=O)(=O)C1=CC=C(C)C=C1)=CC(C=CC=CCCCCC)C 2,4-dimethyl-N-p-toluenesulfonyltridec-2,5,7-trienoic acid amide